O1[C@@H](CC1)CN1C(=NC2=C1C=C(C=C2)C(=O)O)CN2CCN(CC2)C2=NC(=CC=C2)OCC2=NC1=CC=CC=C1C=C2 (S)-1-(oxetan-2-ylmethyl)-2-((4-(6-(quinolin-2-ylmethoxy)pyridin-2-yl)piperazin-1-yl)methyl)-1H-benzo[d]imidazole-6-carboxylic acid